1-(2-chlorophenyl)-6-cyclopropyl-4-(methylamino)thieno[3,2-d]pyrimidin-2(1H)-one ClC1=C(C=CC=C1)N1C(N=C(C2=C1C=C(S2)C2CC2)NC)=O